NC(CC=1C=CC(=C(C1)S(=O)(=O)N)OC)C 5-(2-aminopropyl)-2-methoxybenzenesulfonamide